2,2'-dithio-diacetic acid C(CSSCC(=O)O)(=O)O